1,4-diisocyanatobutane tert-Butyl-(1-((5-bromo-2-cyano-3-(methylthio)phenoxy)-methyl)cyclopentyl)carbamate C(C)(C)(C)N(C(O)=O)C1(CCCC1)COC1=C(C(=CC(=C1)Br)SC)C#N.N(=C=O)CCCCN=C=O